C(C)(=O)N[C@@H](CC1=CNC2=CC=C(C=C12)OC)C(=O)O N-acetyl-5-methoxytryptophane